5-(4-fluorophenoxy)-4-methoxypyridine-2-carboxylic acid FC1=CC=C(OC=2C(=CC(=NC2)C(=O)O)OC)C=C1